N-(1-(6-chloropyridin-2-yl)cyclopropyl)-3-(2,4-difluorophenyl)-3-hydroxybutanamide ClC1=CC=CC(=N1)C1(CC1)NC(CC(C)(O)C1=C(C=C(C=C1)F)F)=O